C12C=CC(CC1)C2 Bicyclo[2.2.1]hept-2-ene